palmitolactone C1(CCCCCCCCCCCCCCCO1)=O